2-{4-[(9R)-9-hydroxy-2-(3-hydroxy-3-methylbutoxy)-9-(trifluoromethyl)-9H-fluoren-4-yl]-1H-pyrazol-1-yl}-2-methylpropionic acid O[C@@]1(C2=CC=CC=C2C=2C(=CC(=CC12)OCCC(C)(C)O)C=1C=NN(C1)C(C(=O)O)(C)C)C(F)(F)F